sodium ethylsulfone C(C)S(=O)(=O)CC.[Na]